N-[4-(6,7-Dimethoxyquinolin-4-yl)oxy-3-fluorophenyl]-3-(4-fluorophenyl)-4-oxo-2-sulfanylidene-1H-pyrimidine-5-carboxamide COC=1C=C2C(=CC=NC2=CC1OC)OC1=C(C=C(C=C1)NC(=O)C=1C(N(C(NC1)=S)C1=CC=C(C=C1)F)=O)F